methyl 4-{[1-(4-fluorophenyl)-3-methyl-1H-pyrazole-4-carbonyl]amino}-2-methoxybenzoate FC1=CC=C(C=C1)N1N=C(C(=C1)C(=O)NC1=CC(=C(C(=O)OC)C=C1)OC)C